NCCCC[C@@H](C=1SC2=C(C=NC=3C=CC=CC23)N1)NC(C1=C(C=CC=C1)OC(F)F)=O (S)-N-(5-amino-1-(thiazolo[4,5-c]quinolin-2-yl)pentyl)-2-(difluoromethoxy)benzamide